ClC=1C=C2[C@@H](CN(CC2=C(C1)Cl)C)C=1C=C(C=CC1)S(=O)(=O)Cl (S)-3-(6,8-dichloro-2-methyl-1,2,3,4-tetrahydroisoquinolin-4-yl)benzenesulfonyl chloride